indolylindole N1C(=CC2=CC=CC=C12)C=1NC2=CC=CC=C2C1